N-(1-ethylpiperidin-3-yl)-4-(1H-imidazol-1-yl)picolinamide C(C)N1CC(CCC1)NC(C1=NC=CC(=C1)N1C=NC=C1)=O